BrC=1C(=C(C(=CC1)F)[C@H]1N([C@@H](CC2=C1NC1=CC=CC=C21)C)C[C@@H](C(=O)OC)C)C Methyl (S)-3-((1R,3R)-1-(3-bromo-6-fluoro-2-methylphenyl)-3-methyl-1,3,4,9-tetrahydro-2H-pyrido[3,4-b]indol-2-yl)-2-methylpropionate